ethyl 4-[hydroxy(2-thienyl)methyl]-1,5-dimethyl-pyrazole-3-carboxylate OC(C=1C(=NN(C1C)C)C(=O)OCC)C=1SC=CC1